CN1C(=NN=C1)S[C@@H](C)C=1C=C(C=CC1)NC(=O)C1=NC2=CC=CC=C2C(=C1)C(F)(F)F (S)-N-(3-(1-((4-methyl-4H-1,2,4-triazol-3-yl)thio)ethyl)phenyl)-4-(trifluoromethyl)quinoline-2-carboxamide